methyl 4-((cis)-5-((5-bromo-1-methyl-6-oxo-1,6-dihydropyridazin-4-yl)amino)-1-methylpiperidin-3-yl)benzoate BrC1=C(C=NN(C1=O)C)N[C@@H]1C[C@@H](CN(C1)C)C1=CC=C(C(=O)OC)C=C1